OCC(C(=O)OC)(C1=CC=CC=C1)C methyl 3-hydroxy-2-methyl-2-phenylpropanoate